sodium sulfoate S(=O)(=O)([O-])[O-].[Na+].[Na+]